FC(C(=O)O)(F)F.CNC[C@H]1N(CCC1)C(=O)OCC1=CC=CC=C1 benzyl (S)-2-((methylamino)methyl)pyrrolidine-1-carboxylate trifluoroacetate